FC(C(=O)NC1=CC(=C(C=C1)C=1C(=C(NC1C)C(=O)N)C1=CC(=C(C=C1)C(NCC(C)F)=O)OC)C)=C 4-(4-(2-fluoroacryloylamino)-2-methylphenyl)-3-(4-((2-fluoropropyl)carbamoyl)-3-methoxyphenyl)-5-methyl-1H-pyrrole-2-carboxamide